COC1=C(C=CC(=C1)N1CCC(CC1)N1CCN(CC1)C)NC=1N=C(C2=C(N1)NC=C2)NC=2C=CC=C1CCN(C21)S(=O)(=O)C N2-(2-methoxy-4-(4-(4-methylpiperazin-1-yl)piperidin-1-yl)phenyl)-N4-(1-(methylsulfonyl)indolin-7-yl)-7H-pyrrolo[2,3-d]pyrimidine-2,4-diamine